2-(4-methyl-2H-1,2,3-triazol-2-yl)-5-(6-methyl-7-(4-((4-methylpiperazin-1-yl)methyl)phenyl)imidazo[1,2-b]pyridazin-3-yl)-1,8-naphthyridine CC1=NN(N=C1)C1=NC2=NC=CC(=C2C=C1)C1=CN=C2N1N=C(C(=C2)C2=CC=C(C=C2)CN2CCN(CC2)C)C